C(C)(=O)OCC[C@@H](C)OC(C)=O (R)-1,3-diacetoxybutane